C(C(C)C)(=O)OOC(CCCC)=O pentanoyl isobutyryl peroxide